bis(3-dodecylthio)propionate CCC(CCCCCCCCC)SC(C(=O)[O-])(C)SC(CC)CCCCCCCCC